diisobutyl-cyclohexane-1,2-dicarboxylic acid C(C(C)C)C1(C(CCCC1)(C(=O)O)CC(C)C)C(=O)O